[2H]C([2H])([2H])[Sn] trideuteromethyltin